5-(azetidin-3-yloxy)-N-methylpyridinecarboxamide N1CC(C1)OC=1C=CC(=NC1)C(=O)NC